C(#N)C1=C(C=C(OCC2=CC(=NC=C2)C2=CC(=C(C(=O)O)C=C2)C)C=C1)F 4-[4-(4-cyano-3-fluorophenoxymethyl)pyridin-2-yl]-2-methylbenzoic acid